N,N-Bis(3-aminopropyl)dodecylamin NCCCN(CCCN)CCCCCCCCCCCC